C1(CC1)C(=O)N1C[C@H](CC1)OC=1C=CC=C2CCN([C@@H](C12)CN1C(C2=CC=CC=C2C1=O)=O)C(=O)[C@H]1[C@H](CCCC1)C(=O)NC (1S,2r)-2-((S)-8-(((S)-1-(cyclopropanecarbonyl)pyrrolidin-3-yl)oxy)-1-((1,3-dioxoisoindolin-2-yl)methyl)-1,2,3,4-tetrahydroisoquinoline-2-carbonyl)-N-methylcyclohexane-1-carboxamide